CC1=CC=C(C=C1)S(=O)(=O)OC1CCC(CC1)O (1R,4R)-4-hydroxycyclohexyl 4-methylbenzenesulfonate